(2-fluoro-6-(2H-1,2,3-triazol-2-yl)phenyl)((1S,4R,6R)-6-((5-(trifluoromethyl)pyridin-2-yl)oxy)-2-azabicyclo[2.2.1]heptan-2-yl)methanone FC1=C(C(=CC=C1)N1N=CC=N1)C(=O)N1[C@@H]2[C@@H](C[C@H](C1)C2)OC2=NC=C(C=C2)C(F)(F)F